C1(CC1)C1=CC(=NN1C1OCCCC1)NC1=NC(=NC2=CC=CC=C12)C=1C=NC(=CC1)F N-(5-Cyclopropyl-1-(tetrahydro-2H-pyran-2-yl)-1H-pyrazol-3-yl)-2-(6-fluoropyridin-3-yl)quinazoline-4-amine